N,N,N',N'-Tetramethyl-O-(benzotriazol-1-yl)uronium tetrafluoroborat F[B-](F)(F)F.C[N+](=C(ON1N=NC2=C1C=CC=C2)N(C)C)C